CN1C=CC2=C1N=CN=C2NC(C(=O)O)CC 2-((7-methyl-7H-pyrrolo[2,3-d]pyrimidin-4-yl)amino)butanoic acid